C1(CC1)C1=NC=C(C(=N1)OC[C@@H]1CN(CC1)C=1C=NC(=CC1)C(F)(F)F)C(=O)OCC ethyl (S)-2-cyclopropyl-4-((1-(6-(trifluoromethyl)pyridin-3-yl)pyrrolidin-3-yl)methoxy)pyrimidine-5-carboxylate